N[C@H]1[C@@H](CC[C@H](C2=NC=CC=C21)OC(=O)N2CCC1(C3=C(NC(O1)=O)N=CC=C3)CCC2)C2=C(C(=CC=C2)F)F (5S,6S,9R)-5-amino-6-(2,3-difluorophenyl)-6,7,8,9-tetrahydro-5H-cyclohept[b]pyridin-9-yl-2'-Oxo-1',2'-dihydrospiro[azepane-4,4'-pyrido[2,3-d][1,3]oxazine]-1-carboxylate